1-tert-butyl-N-chloro-1,1-dimethyl-N-(2,2,2-trifluoroethyl)silanamine C(C)(C)(C)[Si](N(CC(F)(F)F)Cl)(C)C